C(C)(=O)NC=1N=C2N(N=C(C=C2)C=2C=C(C(=NC2)C)C(=O)NCC2=CC(=CC=C2)OCC(F)(F)F)C1 5-{2-acetamidoimidazo[1,2-b]pyridazin-6-yl}-2-methyl-N-{[3-(2,2,2-trifluoroethoxy)phenyl]methyl}pyridine-3-carboxamide